biscarbonyl-imidazolide C(=O)=C1NC([N-]C1)=C=O